C1(OC(C2=CC3=C(C(OC3=O)=O)C=C21)=O)=O Furo[3,4-f][2]benzofuran-1,3,5,7-tetrone